BrC1=C(C=C2C(=NC=NC2=C1F)Cl)C(F)(F)F 7-bromo-4-chloro-8-fluoro-6-(trifluoromethyl)quinazoline